2-[4-ethoxycarbonyl-1-(indoline-1-carbonyl)-4-piperidinyl]acetic acid C(C)OC(=O)C1(CCN(CC1)C(=O)N1CCC2=CC=CC=C12)CC(=O)O